N-((5-chloro-6-(thiophen-2-ylmethoxy)-1H-indol-2-yl)methyl)-1-methylcyclopropane-1-carboxamide ClC=1C=C2C=C(NC2=CC1OCC=1SC=CC1)CNC(=O)C1(CC1)C